4-((3S,5R)-3-(but-2-ynamido)-5-fluoropiperidin-1-yl)-3-chloro-5-fluoro-2-methyl-1H-indole-7-carboxamide C(C#CC)(=O)N[C@@H]1CN(C[C@@H](C1)F)C1=C2C(=C(NC2=C(C=C1F)C(=O)N)C)Cl